benzyl-(3-isopropoxyphenyl)sulfane C(C1=CC=CC=C1)SC1=CC(=CC=C1)OC(C)C